tert-Butyl (3S)-3-amino-3-methyl-piperidine-1-carboxylate N[C@@]1(CN(CCC1)C(=O)OC(C)(C)C)C